sodium dodecyl-octyl-aniline C(CCCCCCCCCCC)N(C1=CC=CC=C1)CCCCCCCC.[Na]